9-(4-amino-5-bromo-7-methyl-7H-pyrrolo[2,3-d]pyrimidin-6-yl)-8-fluoro-3-azaspiro[5.5]undec-8-ene-3-carboxylic acid tert-butyl ester C(C)(C)(C)OC(=O)N1CCC2(CC1)CC(=C(CC2)C2=C(C1=C(N=CN=C1N)N2C)Br)F